2-{2-fluoro-5-[(3-fluoroazetidine-1-carbonyl)amino]phenyl}-2H-pyrazolo[3,4-b]pyridin FC1=C(C=C(C=C1)NC(=O)N1CC(C1)F)N1N=C2N=CC=CC2=C1